S1([NH+](C(C=C1)=O)[O-])=O isothiazol-3(2H)-one-1,2-dioxid